C1(CCCC1)OC1=NC=CC=C1C1=CC=C(N)C=C1 4-[2-(cyclopentyloxy)-3-pyridinyl]aniline